5-bromo-N-(2-nitrophenyl)-2,3-dihydro-1H-inden-2-amine BrC=1C=C2CC(CC2=CC1)NC1=C(C=CC=C1)[N+](=O)[O-]